Cl.C1(=CC=CC=C1)CCCOC=1C=C(CNCCO)C=CC1OCCCC1=CC=CC=C1 2-(3,4-bis(3-phenylpropoxy)benzylamino)ethanol hydrochloride